1,2-diaminocyclohexane-N,N'-tetraacetic acid C1CCC(C(C1)N(CC(=O)O)CC(=O)O)N(CC(=O)O)CC(=O)O